2-{5-[Methyl(piperidin-4-yl)amino][1,3]thiazolo[5,4-d][1,3]thiazol-2-yl}-5-(1H-1,2,3-triazol-1-yl)pyridin-3-ol Trifluoroacetat FC(C(=O)O)(F)F.CN(C=1SC2=C(N1)SC(=N2)C2=NC=C(C=C2O)N2N=NC=C2)C2CCNCC2